3-fluoro-5-[(3-methyl-7-trifluoromethanesulfonyl-1H-indazol-4-yl)oxy]benzonitrile FC=1C=C(C#N)C=C(C1)OC1=C2C(=NNC2=C(C=C1)S(=O)(=O)C(F)(F)F)C